(cis)-2-(8-(2-(5-methyl-1H-pyrazol-4-yl)pyrido[3,4-d]pyrimidin-4-yl)-2,8-diazaspiro[4.5]decan-2-yl)cyclobutanol CC1=C(C=NN1)C=1N=C(C2=C(N1)C=NC=C2)N2CCC1(CCN(C1)[C@@H]1[C@@H](CC1)O)CC2